(4S)-1,1,2,2-tetrafluoro-N-[2-fluoro-5-[2-(2-hydroxyethoxy)-6-(morpholin-4-yl)pyridin-4-yl]-4-methylphenyl]-6-azaspiro[3.4]octane-6-carboxamide FC1(C(C[C@@]12CN(CC2)C(=O)NC2=C(C=C(C(=C2)C2=CC(=NC(=C2)N2CCOCC2)OCCO)C)F)(F)F)F